(S)-3-((1-(tert-butoxycarbonyl)azetidin-3-yl)amino)-3-(3,5-dichlorophenyl)propionic acid C(C)(C)(C)OC(=O)N1CC(C1)N[C@@H](CC(=O)O)C1=CC(=CC(=C1)Cl)Cl